FC1=CC=C(CNCC2CCN(CC2)C)C=C1 (4-Fluorobenzyl)-1-(1-methylpiperidin-4-yl)methylamine